N1CCC(CC1)N1C=NC2=C1C(=CC=C2)C(F)(F)F 1-(piperidin-4-yl)-7-(trifluoromethyl)-1H-benzo[d]imidazole